O1C(=NC2=C1C=CC=C2)C(=O)N BENZO[D]OXAZOLECARBOXAMIDE